ClC1=CC(=C(COC2=NN(C=C2)C2CCN(CC2)C(=O)OC(C)(C)C)C=C1)F tert-butyl 4-(3-((4-chloro-2-fluorobenzyl)oxy)-1H-pyrazol-1-yl)piperidine-1-carboxylate